(2R)-1-{(2S)-6-[6-(difluoromethoxy)pyridin-3-yl]-7-methyl-3,4-dihydro-1H-spiro[1,8-naphthyridine-2,3'-pyrrolidin]-1'-yl}-2-(5-fluoro-2-methoxypyridin-4-yl)propan-1-one FC(OC1=CC=C(C=N1)C=1C=C2CC[C@]3(CN(CC3)C([C@H](C)C3=CC(=NC=C3F)OC)=O)NC2=NC1C)F